2-cyclopropoxyethanol C1(CC1)OCCO